ClC=1C(=NC(=NC1)NC=1C(=NN(C1)C1CCNCC1)C)NCCCN1C(CCCC1)=O 1-(3-((5-chloro-2-((3-methyl-1-(piperidin-4-yl)-1H-pyrazol-4-yl)amino)pyrimidin-4-yl)amino)propyl)piperidin-2-one